2,2-Bis(4-aminocyclohexyl)-propan NC1CCC(CC1)C(C)(C)C1CCC(CC1)N